7-(2,6-difluoro-3,5-dimethoxyphenyl)-2-[(3-hydroxyazetidin-1-yl)methyl]-9,9-dimethyl-3,6,7,9-tetrahydro-8H-pyrrolo[2,3-c]-2,7-naphthyridin-8-one FC1=C(C(=C(C=C1OC)OC)F)N1C(C(C=2C3=C(N=CC2C1)NC(=C3)CN3CC(C3)O)(C)C)=O